(S)-benzyl 2-(cyanomethyl)-4-(7-(8-methylnaphthalen-1-yl)-2-(((S)-1-methylpyrrolidin-2-yl)methoxy)-5,6,7,8-tetrahydropyrido[3,4-d]pyrimidin-4-yl)piperazine-1-carboxylate C(#N)C[C@@H]1N(CCN(C1)C=1C2=C(N=C(N1)OC[C@H]1N(CCC1)C)CN(CC2)C2=CC=CC1=CC=CC(=C21)C)C(=O)OCC2=CC=CC=C2